(R,E)-2-cyano-N-(1-(3,4-dimethoxyphenyl)ethyl)-3-(5-(phenylamino)-1H-pyrrolo[2,3-b]pyridin-3-yl)acrylamide C(#N)/C(/C(=O)N[C@H](C)C1=CC(=C(C=C1)OC)OC)=C\C1=CNC2=NC=C(C=C21)NC2=CC=CC=C2